(3-fluoro-2-isopropylphenyl)-9-(4-(4,4,5,5-tetramethyl-1,3,2-dioxaborolan-2-yl)benzyl)-7,9-dihydro-8H-purin-8-one FC=1C(=C(C=CC1)C1=NC=C2NC(N(C2=N1)CC1=CC=C(C=C1)B1OC(C(O1)(C)C)(C)C)=O)C(C)C